4-(5-bromo-2-cyano-3-fluorophenyl)-2,5-dimethylpiperazine-1-carboxylic acid tert-butyl ester C(C)(C)(C)OC(=O)N1C(CN(C(C1)C)C1=C(C(=CC(=C1)Br)F)C#N)C